methyl 4-chloro-3'-(((2-(cyclopent-3-en-1-yl)-1-oxoisoindolin-5-yl)oxy)methyl)-[1,1'-biphenyl]-3-carboxylate ClC1=C(C=C(C=C1)C1=CC(=CC=C1)COC=1C=C2CN(C(C2=CC1)=O)C1CC=CC1)C(=O)OC